(-)-Benzyl-4-oxo-2-phenyl-3-(4-phenylbuta-2,3-dien-1-yl)chromane-3-carboxylate C(C1=CC=CC=C1)OC(=O)C1(C(OC2=CC=CC=C2C1=O)C1=CC=CC=C1)CC=C=CC1=CC=CC=C1